OC(CC1=NSC(=N1)NC(=O)C1=C(OC(=C1)C1=CC(=CC=C1)OC(F)(F)F)C(F)(F)F)C N-(3-(2-hydroxypropyl)-1,2,4-thiadiazol-5-yl)-5-(3-(trifluoromethoxy)phenyl)-2-(trifluoro-methyl)furan-3-carboxamide